C(C)(C)(C)OC(NC1[C@@H]2CN(C[C@H]12)C1=NC=C(C=C1)C=1C=2N(C=C(C1)Br)N=CC2C#N)=O ((1R,5S,6r)-3-(5-(6-bromo-3-cyanopyrazolo[1,5-a]pyridin-4-yl)pyridin-2-yl)-3-azabicyclo[3.1.0]hexane-6-yl)carbamic acid tert-butyl ester